2-(4-(6-(4-Chloro-2-fluorobenzyloxy)pyridin-2-yl)-3-fluorobenzyl)-1-(2-methoxyethyl)-1H-benzo[d]imidazole-6-carboxylic acid ClC1=CC(=C(COC2=CC=CC(=N2)C2=C(C=C(CC3=NC4=C(N3CCOC)C=C(C=C4)C(=O)O)C=C2)F)C=C1)F